C(C)OC1=CC=2C3=C(N(C2C=C1)CC1=CC=C(C=C1)SC)C=CC=N3 8-ethoxy-5-(4-(methylthio)benzyl)-5H-pyrido[3,2-b]indole